2-(5-chloropyridin-3-yl)[1,2,4]triazolo[1,5-c]quinazolin ClC=1C=C(C=NC1)C1=NN2C=NC=3C=CC=CC3C2=N1